C(CCCCCCC\C=C/C\C=C/CCCCC)N(CCO)CCCCCCCCCCCCCCCCCC 2-(((9Z,12Z)-octadec-9,12-dien-1-yl)(octadecyl)amino)ethan-1-ol